[Cl-].[Cl-].C1(CCC1)=[Zr+2](C1=C(C(=CC=2C3=CC(=C(C=C3CC12)C1=CC=CC=C1)C(C)(C)C)C(C)(C)C)C1=CC=CC=C1)C1C=CC=C1 cyclobutylidene(cyclopentadienyl)(2,7-diphenyl-3,6-di-tert-butylfluorenyl)zirconium dichloride